NCCC1=NN(C(=C1)C)C1C(COC1)CO (4-(3-(2-aminoethyl)-5-methyl-1H-pyrazol-1-yl)tetrahydrofuran-3-yl)methanol